2-methoxy-5-(trifluoromethyl)benzene COC1=CC=C(C=C1)C(F)(F)F